9-(4-(4-chloro-1-methyl-1H-imidazol-2-yl)benzyl)-2-(5-fluoro-2-isopropylphenyl)-6,7-dimethyl-7,9-dihydro-8H-purin-8-imine ClC=1N=C(N(C1)C)C1=CC=C(CN2C3=NC(=NC(=C3N(C2=N)C)C)C2=C(C=CC(=C2)F)C(C)C)C=C1